C(C)(C)(C)OC(=O)N1CC(C(CC1)(O)CC(=O)OCC)CO[Si](C1=CC=CC=C1)(C1=CC=CC=C1)C(C)(C)C 3-[[tert-butyl-(diphenyl)silyl]oxymethyl]-4-(2-ethoxy-2-oxoethyl)-4-hydroxypiperidine-1-carboxylic acid tert-butyl ester